FC1=CC=C(CCNCCCNCC2CCC(C2O)O)C=C1 5-(((3-((4-fluorophenethyl)amino)propyl)amino)methyl)cyclopentane-1,2-diol